C(CCC)C1=CC(=C2C=CC(OC2=C1)(CCC=C(C)C)C)OC1[C@@H]([C@H]([C@@H]([C@H](O1)O)O)O)CO (2S,3S,4R,5R)-6-{[7-butyl-2-methyl-2-(4-methylpent-3-en-1-yl)-2H-chromen-5-yl]oxy}-5-(hydroxymethyl)oxane-2,3,4-triol